eicosanyl 4-chlorovalerate ClC(CCC(=O)OCCCCCCCCCCCCCCCCCCCC)C